NC1=CC=C(C(=O)NC2=C(C=C(OC3=CC=C(C=C3)OC3=CC(=C(C=C3)NC(C3=CC=C(C=C3)N)=O)O[Si](OCC)(OCC)OCC)C=C2)O[Si](OCC)(OCC)OCC)C=C1 1,4-bis(4-(4-aminobenzoylamino)-3-(triethoxysiloxy)phenoxy)benzene